C(CCC)[Si](C)(CCCCl)CCCC dibutyl-(3-chloropropyl)methylsilane